((R)-(2-Chloro-3-fluorophenyl)(3-methyloxetan-3-yl)methoxy)-N-((R,E)-4-(methylsulfonyl)but-3-en-2-yl)pyrimidine-2-carboxamide ClC1=C(C=CC=C1F)[C@H](OC1=NC(=NC=C1)C(=O)N[C@H](C)\C=C\S(=O)(=O)C)C1(COC1)C